C(C)(C)(C)OC(=O)N1CC(CC1)CN1CCC2(CC1)CCN(CC2)C2=NC=CC(=N2)COC2=CC=C(C=C2)C(C)(C)C2=CC(=CC(=C2)C#N)Cl 3-((9-(4-((4-(2-(3-chloro-5-cyanophenyl)prop-2-yl)phenoxy)methyl)pyrimidin-2-yl)-3,9-diazaspiro[5.5]undecan-3-yl)methyl)pyrrolidine-1-carboxylic acid tert-butyl ester